N[C@]1(CN(CC1)C1=C(C(=C(C=C1)F)CN1CCOCC1)CN1C2=NC=NC(=C2N=C1)N)C(=O)NC1CC1 (R)-3-amino-1-(2-((6-amino-9H-purin-9-yl)methyl)-4-fluoro-3-(morpholinomethyl)phenyl)-N-cyclopropylpyrrolidine-3-carboxamide